ClC1=NC=CC(=C1OC1=C(C=CC=C1)[N+](=O)[O-])OC1=CC=C(N)C=C1 4-((2-chloro-3-(2-nitrophenoxy)pyridin-4-yl)oxy)aniline